(4-methoxybenzyl)-5-((5-methylpyrimidin-2-yl)oxy)pyridin-2-amine COC1=CC=C(CC=2C(=NC=C(C2)OC2=NC=C(C=N2)C)N)C=C1